(S,E)-N-Cyclopropyl-7-hydroxy-4-isobutyl-3-(3-(2-methylpyrrolidin-1-yl)-3-oxoprop-1-en-1-yl)-5-oxo-4,5-dihydropyrazolo[1,5-a]pyrimidine-6-carboxamide C1(CC1)NC(=O)C=1C(N(C=2N(C1O)N=CC2\C=C\C(=O)N2[C@H](CCC2)C)CC(C)C)=O